ClC=1C=C(C=CC1Cl)C1=CSC2=C1C(N(C=C2)CC(=O)N2CC(C2)(C)OC)=O 3-(3,4-dichlorophenyl)-5-(2-(3-methoxy-3-methylazetidin-1-yl)-2-oxoethyl)thieno[3,2-c]pyridin-4(5H)-one